O.FC(OC1CC(C1)C(=O)NNC(=O)C12CC(C1)(C2)NC(OC(C)(C)C)=O)(F)F tert-butyl (3-(2-((1s,3s)-3-(trifluoromethoxy)cyclobutane-1-carbonyl)hydrazine-1-carbonyl)bicyclo[1.1.1]pentan-1-yl)carbamate monohydrate